C(C)(C)(C)C1=NC(=NO1)C1=CC=C(C=C1)C(=O)N1CC2(C1)CC(C2)N2N=C(N=C2)C2CCC2 [4-(5-tert-butyl-1,2,4-oxadiazol-3-yl)phenyl]-[6-(3-cyclobutyl-1,2,4-triazol-1-yl)-2-azaspiro[3.3]heptan-2-yl]methanone